C(C1=CC=CC=C1)OC1=CC=C(C=C1)/C=C/C(=O)NC1=C(C=CC=C1)OCCCC (E)-3-(4-(benzyloxy)phenyl)-N-(2-butoxyphenyl)acrylamide